tert-butyl-3-((6-bromo-3-(N'-(4-((tert-butyldimethylsilyl)oxy)-2-chlorophenyl)carbamimidoyl)pyrrolo[1,2-b]pyridazin-4-yl)amino)-8-azabicyclo[3.2.1]octane-8-carboxylate C(C)(C)(C)OC(=O)N1C2CC(CC1CC2)NC=2C=1N(N=CC2C(N)=NC2=C(C=C(C=C2)O[Si](C)(C)C(C)(C)C)Cl)C=C(C1)Br